C(C=CCC)(=O)SCCNC(CCNC([C@@H](C(COP(OP(OC[C@@H]1[C@H]([C@H]([C@@H](O1)N1C=NC=2C(N)=NC=NC12)O)OP(=O)(O)O)(=O)O)(=O)O)(C)C)O)=O)=O pentenoyl-CoA